N-(2-aminoethyl)-3-(2-(1-methyl-1H-pyrazol-4-yl)furo[3,2-b]pyridin-7-yl)benzenesulfonamide NCCNS(=O)(=O)C1=CC(=CC=C1)C1=C2C(=NC=C1)C=C(O2)C=2C=NN(C2)C